BrC=1C=C(C=C2C(C=C(OC12)N1C[C@H](OCC1)CO)=O)C(=O)OC methyl 8-bromo-2-[(2S)-2-(hydroxymethyl) morpholin-4-yl]-4-oxo-chromene-6-carboxylate